N-[(5-methylfuran-2-yl)methyl]-3-{[6-(oxan-4-yl)pyridazin-3-yl]amino}benzamide CC1=CC=C(O1)CNC(C1=CC(=CC=C1)NC=1N=NC(=CC1)C1CCOCC1)=O